O=C1N(CCC(N1)=O)C=1C=CC(=NC1)N1CCC(CC1)C(=O)N1CCC(CC1)(C(=O)O)C 1-(1-(5-(2,4-DIOXOTETRAHYDROPYRIMIDIN-1(2H)-YL)PYRIDIN-2-YL)PIPERIDINE-4-CARBONYL)-4-METHYLPIPERIDINE-4-CARBOXYLIC ACID